ClC1=CN=C(S1)C(=O)N[C@@H]1C[C@@H](CCC1)N1C(=NC=2C=NC(=CC21)C2OCCC2)C2=C(C=CC=C2)F 5-Chloro-N-((1S,3R)-3-(2-(2-fluorophenyl)-6-(tetrahydrofuran-2-yl)-1H-imidazo[4,5-c]pyridin-1-yl)cyclohexyl)thiazole-2-carboxamide